[O-]S(=O)(=O)C(F)(F)F.COC=1C=C(C=CC1OC)C(C1=C(C=C(C=C1OC)OC)OC)[P+](C1=CC=CC=C1)(C1=CC=CC=C1)C1=CC=CC=C1 ((3,4-dimethoxyphenyl)(2,4,6-trimethoxyphenyl)methyl)triphenyl-phosphonium triflate